5-(hydroxymethyl)-N-(3-(methylsulfonamido)phenyl)-4-phenylthiophene-2-carboxamide OCC1=C(C=C(S1)C(=O)NC1=CC(=CC=C1)NS(=O)(=O)C)C1=CC=CC=C1